C(=C)C1=C(C=C(C(=C1)C=C)C=C)C=C 1,2,4,5-tetravinyl-benzene